3-(4-(5-bromo(iodo)-2-chlorobenzyl)phenoxy)tetrahydrofuran BrC=1C=CC(=C(C(C2=CC=C(OC3COCC3)C=C2)I)C1)Cl